Triethynyl-N,N',N''-trimethylborazin C(#C)B1N(B(N(B(N1C)C#C)C)C#C)C